ClC=1C(=CC(=NC1)NC1CC(C1)(F)F)C=1C=C2N(C[C@@H](N(C2=O)CC2=C(C=CC(=C2)F)CO)COC)C1 (R)-7-(5-chloro-2-((3,3-difluorocyclobutyl)amino)pyridine-4-yl)-2-(5-fluoro-2-(hydroxymethyl)benzyl)-3-(methoxymethyl)-3,4-dihydropyrrolo[1,2-a]pyrazine-1(2H)-one